2-((1R,5S,6R)-3-(2-cyano-5-((S)-2-methylazetidine-1-yl)pyridino[3,4-b]pyrazin-7-yl)-3-azabicyclo[3.1.0]hexan-6-yl)acetic acid C(#N)C=1N=C2C(=NC1)C(=NC(=C2)N2C[C@@H]1C([C@@H]1C2)CC(=O)O)N2[C@H](CC2)C